BrC1=CC2=C(N(C(N2C)=O)N2C(CCCC2=O)=O)C=C1 (5-bromo-3-methyl-2-oxo-benzoimidazol-1-yl)piperidine-2,6-dione